ClC=1C(=C(N[C@H](C(=O)N2[C@H]3CC([C@@H]([C@@H]2C(=O)N[C@@H](C[C@H]2C(NCCC2)=O)C#N)CC3)(F)F)C)C=CC1)C (1R,3R,4R)-2-[(2S)-2-(3-chloro-2-methyl-anilino)propanoyl]-N-[(1S)-1-cyano-2-[(3S)-2-oxo-3-piperidyl]ethyl]-5,5-difluoro-2-azabicyclo[2.2.2]octane-3-carboxamide